3-((1H-indol-5-yl)oxy)benzoyl-hydrazine N1C=CC2=CC(=CC=C12)OC=1C=C(C(=O)NN)C=CC1